CC1=CC=CC(=N1)C1=NC=CC(=N1)NC1=NC(=NC=C1)NC1=CC=C(C=C1)N1CC(NCC1)C(=O)O[C@H](CC)C [(1S)-1-methylpropyl] 4-[4-[[4-[[2-(6-methyl-2-pyridyl)pyrimidin-4-yl]amino]pyrimidin-2-yl]amino]phenyl]piperazine-2-carboxylate